[Cl-].P1(=O)(O[Si](OO1)(C)C)[O-] dimethylsiloxane phosphate chloride